methylenebis-isoindole C(C=1NC=C2C=CC=CC12)C=1NC=C2C=CC=CC12